1,3-bis(4-cyanophenyl)imidazole chloride [Cl-].C(#N)C1=CC=C(C=C1)N1CN(C=C1)C1=CC=C(C=C1)C#N